Iridium 3-hydroxy-2-picolinate OC=1C(=NC=CC1)C(=O)[O-].[Ir+3].OC=1C(=NC=CC1)C(=O)[O-].OC=1C(=NC=CC1)C(=O)[O-]